[Au+3].C(=O)[O-].C(=O)[O-].C(=O)[O-] Format Gold